ClC=1C=C(NC2(CCC3([C@H](CC4=CC=CC=C34)C[C@H](COC=3C=NC=CC3)C3=CC=CC=C3)CC2)C(=O)O)C=CC1 (1r,2'S,4S)-4-(3-chloroanilino)-2'-{(2S)-2-phenyl-3-[(pyridin-3-yl)oxy]propyl}-2',3'-dihydrospiro[cyclohexane-1,1'-indene]-4-carboxylic acid